O.[Al].[Mn] manganese-aluminum water